BrC=1C(=C(C=CC1)C(C(=O)OCC)(F)F)F ethyl 2-(3-bromo-2-fluorophenyl)-2,2-difluoroacetate